CCCCCOC(=O)OCCCCC di-n-amyl carbonate